ClC=1C=C(C=2C(C3=CC(=CC=C3NC2C1)CN1CCNCC1)(C)C)COCC 3-chloro-1-(ethoxymethyl)-9,9-dimethyl-7-(piperazin-1-ylmethyl)-9,10-dihydroacridine